Pentaerythritol Tetraacetat C(C)(=O)OCC(COC(C)=O)(COC(C)=O)COC(C)=O